C(C)(C)(C)OC(=O)N1[C@@H](CCC1)C=1C=C(C=C2CCOCC12)C=1C=C2C(=NC1)N(C=C2C2(CC2)C#N)C(=O)OC(C)(C)C tert-butyl (S)-5-(8-(1-(tert-butoxycarbonyl)pyrrolidin-2-yl)isochroman-6-yl)-3-(1-cyanocyclopropyl)-1H-pyrrolo[2,3-b]pyridine-1-carboxylate